C(C)(C)(C)OC(=O)N1CCC(=CC1)C=1C=C2C\C(\C(C2=CC1)=O)=C/C1CCNCC1 tert-butyl-(E)-4-(1-oxo-2-(piperidin-4-ylmethylene)-2,3-dihydro-1H-inden-5-yl)-3,6-dihydropyridine-1(2H)-carboxylate